FC(C1=NN2C(N=C(C=C2NC[C@](C)(C2=CC=C(C=C2)F)C2CN(C2)C(N)=NC#N)C(F)(F)F)=C1)(F)F (S)-3-(1-((2,5-bis(trifluoromethyl)pyrazolo[1,5-a]pyrimidin-7-yl)amino)-2-(4-fluorophenyl)propan-2-yl)-N'-cyanoazetidine-1-carboximidamide